O1CCN(CC1)C(C(N)C1=CC=C(C=C1)C)C1=NC=CC=C1 2-morpholino-2-(pyridin-2-yl)-1-(p-tolyl)ethan-1-amine